CN1CN(C=C1)C1=CC=CC=C1 3-methyl-1-phenyl-1H-imidazole